C(CCC(=O)[O-])(=O)OCCCCC (amyl) succinate